BrC1=CC2=C(N(CC(CO2)=O)CC2=CC=C(C=C2)F)C=C1C 8-bromo-5-[(4-fluorophenyl)methyl]-7-methyl-4H-1,5-benzoxazepin-3-one